1-cyclohexyl-N-(3-fluoro-4-((1-isopropyl-2-keto-2,3-dihydro-1H-imidazo[4,5-b]pyridin-7-yl)oxy)phenyl)-5-(trifluoromethyl)-1H-pyrazole-4-carboxamide C1(CCCCC1)N1N=CC(=C1C(F)(F)F)C(=O)NC1=CC(=C(C=C1)OC1=C2C(=NC=C1)NC(N2C(C)C)=O)F